4-trifluoromethylphenyl-thiazolecarboxylic acid FC(C1=CC=C(C=C1)C=1N=C(SC1)C(=O)O)(F)F